5-(difluoromethoxy)-2-fluoro-4-(hydroxymethyl)benzonitrile FC(OC=1C(=CC(=C(C#N)C1)F)CO)F